NC1=C(SC(=C1)C1=C(C=CC(=C1)F)OC)C(=O)N[C@@H]1CN(CCC1)C(=O)OC(C)(C)C tert-butyl (S)-3-(3-amino-5-(5-fluoro-2-methoxyphenyl)thiophene-2-carboxamido)piperidine-1-carboxylate